C12N(CC(CC1)CC2)C2=CC1=C(N=C(NC1=O)C)C=N2 6-((1s,4s)-2-azabicyclo[2.2.2]octan-2-yl)-2-methylpyrido[3,4-d]pyrimidin-4(3H)-one